5-[3-[[(4R)-1-[(3-aminophenyl)methylsulfonyl]-2,2-dimethyl-4-piperidyl]amino]-2-fluoro-phenyl]-3-(carboxymethoxy)-4-chloro-thiophene-2-carboxylic acid NC=1C=C(C=CC1)CS(=O)(=O)N1C(C[C@@H](CC1)NC=1C(=C(C=CC1)C1=C(C(=C(S1)C(=O)O)OCC(=O)O)Cl)F)(C)C